2,3-Diphenyl-4[3H]quinazolinone C1(=CC=CC=C1)C1=NC2=CC=CC=C2C(N1C1=CC=CC=C1)=O